C(#N)C(C(=O)O)=CC1=CC=2C3C(N(C2C=C1)C1=CC=C(C=C1)C=C(C1=CC=CC=C1)C1=CC=CC=C1)CCC3 2-cyano-3-[4-[4-(2,2-diphenylethenyl)phenyl]-1,2,3,3a,4,8b-hexahydrocyclopent[b]indol-7-yl]-2-propenoic acid